5-(3-isopropylphenyl)-1,3,3,5,7-pentamethyloctahydrobenzo[c]isoxazole C(C)(C)C=1C=C(C=CC1)C1(CC2C(N(OC2(C)C)C)C(C1)C)C